4-((2-((2,2-Difluorocyclopropyl)methyl)-1H-imidazol-4-yl)methyl)pyridine FC1(C(C1)CC=1NC=C(N1)CC1=CC=NC=C1)F